2-(2,2-diphenyl-ethyl)-4-methylcyclohexane-1-one C1(=CC=CC=C1)C(CC1C(CCC(C1)C)=O)C1=CC=CC=C1